6-[8-(1,3-benzothiazol-2-ylcarbamoyl)-3,4-dihydroisoquinolin-2(1H)-yl]-3-[1-(tricyclo[3.3.1.13,7]dec-2-ylmethyl)-1H-pyrazol-4-yl]pyridine-2-carboxylic acid S1C(=NC2=C1C=CC=C2)NC(=O)C=2C=CC=C1CCN(CC21)C2=CC=C(C(=N2)C(=O)O)C=2C=NN(C2)CC2C1CC3CC(CC2C3)C1